1-[8-(3,8-diazabicyclo[3.2.1]oct-3-yl)imidazo[1,2-a]pyridin-3-yl]hexahydropyrimidine-2,4-dione C12CN(CC(CC1)N2)C=2C=1N(C=CC2)C(=CN1)N1C(NC(CC1)=O)=O